2-(methylthio)-6-(naphtho[1,2-b]furan-2-yl)imidazo[2,1-b][1,3,4]thiadiazole CSC1=NN2C(S1)=NC(=C2)C2=CC1=C(O2)C2=CC=CC=C2C=C1